Piperazino tetraphenylethylene tert-butyl (8aS)-6-chloro-5-(2-chloro-6-methoxyphenyl)-8a,9,11,12-tetrahydropyrazino-[2',1':3,4][1,4]oxazepino[5,6,7-de]quinazoline-10(8H)-carboxylate ClC1=C2C3=C(N=CN=C3C=C1C1=C(C=CC=C1OC)Cl)N1[C@H](CO2)CN(CC1)C(=O)OC(C)(C)C.N1(CCNCC1)C1=C(C=CC=C1)C(=C(C1=CC=CC=C1)C1=CC=CC=C1)C1=CC=CC=C1